Methyl 5-chloro-2-((4-fluoro-2-formylphenyl)amino)-4-(trifluoromethyl)-benzoate ClC=1C(=CC(=C(C(=O)OC)C1)NC1=C(C=C(C=C1)F)C=O)C(F)(F)F